methyl 2-bromo-3,3-difluoro-2,3-dihydro-1H-indene-5-carboxylate BrC1CC2=CC=C(C=C2C1(F)F)C(=O)OC